2-({1-[(4-methoxyphenyl)methyl]-4-methylidene-5-oxopyrrolidin-3-yl}methoxy)ethyl 4-methylbenzenesulfonate CC1=CC=C(C=C1)S(=O)(=O)OCCOCC1CN(C(C1=C)=O)CC1=CC=C(C=C1)OC